C1=CC=C(C=C1)COC(=O)NCC(=O)O N-α-carbobenzoxyglycine